CC1(O[C@H]2[C@@H](O1)C(C[C@@H]2C=C2CN(C2)C(=O)OC(C)(C)C)=O)C tert-butyl 3-{[(3aR,4R,6aR)-2,2-dimethyl-6-oxo-tetrahydrocyclopenta[d][1,3]dioxol-4-yl]methylidene}azetidine-1-carboxylate